ClP1OC=C(NO1)C 2-chloro-5-methyl-1,3,4,2-dioxazaphosphorine